(Z)-5-(4-bromo-2-fluorophenyl)-3-phenylpent-2-enoic acid BrC1=CC(=C(C=C1)CC/C(=C/C(=O)O)/C1=CC=CC=C1)F